(E)-3-(3-(6-(2-(5-cyclopropyl-3-(3,5-dichloropyridin-4-yl)isoxazol-4-yl)vinyl)-3-azabicyclo[3.1.0]hex-3-yl)-1,2,4-thiadiazol-5-yl)-5-methoxybenzoic acid C1(CC1)C1=C(C(=NO1)C1=C(C=NC=C1Cl)Cl)/C=C/C1C2CN(CC12)C1=NSC(=N1)C=1C=C(C(=O)O)C=C(C1)OC